C(NCC#N)NCC#N methylenebisiminodiacetonitrile